FCCN1C(=NC=2C1=NC(=CC2)C=2C=CN1N=C(N=CC12)N[C@@H]1C[C@H](C1)OC)C 5-(3-(2-fluoroethyl)-2-methyl-3H-imidazo[4,5-b]pyridin-5-yl)-N-(trans-3-methoxycyclobutyl)pyrrolo[2,1-f][1,2,4]triazin-2-amine